N[C@@H]([C@H](C)CC)C(=O)O |r| DL-ALLO-ISOLEUCINE